O=C1NC(CCC1C1=C(C=C(CN(C2CCN(CC2)C2=CC=C(C(=O)NC3=CC(=C(C=C3)C)NC3=NC=CC(=N3)C=3C=NC=CC3)C=C2)C)C=C1)F)=O 4-(4-((4-(2,6-dioxopiperidin-3-yl)-3-fluorobenzyl)(methyl)amino)piperidin-1-yl)-N-(4-methyl-3-((4-(pyridin-3-yl)pyrimidin-2-yl)amino)phenyl)benzamide